C(C)N(CC(=O)O)C1=C(C=CC(=C1)C1=NC=C(C=C1)C)C.CN(C/C=C/C(=O)NC1=CC(=CC=C1)C(=O)C=1NC2=CC(=CC=C2C1)OC)C (E)-4-(dimethylamino)-N-(3-(6-methoxy-1H-indole-2-carbonyl)phenyl)but-2-enamide ethyl-(2-methyl-5-(5-methylpyridin-2-yl)phenyl)glycinate